N1=CN=CC2=C1C=CC=N2 PYRIDOPYRIMIDINE